(R)-1-aminopropan-2-yl 4-phenylbutanoate C1(=CC=CC=C1)CCCC(=O)O[C@@H](CN)C